3-Methylnonacosane CC(CC)CCCCCCCCCCCCCCCCCCCCCCCCCC